phenyl-N-(thiazol-2-yl)acetamide C1(=CC=CC=C1)CC(=O)NC=1SC=CN1